2-(6-bromo-1-oxospiro[3H-isoquinoline-4,1'-cyclopropane]-2-yl)-N-pyrazolo[1,5-a]pyrimidin-5-ylacetamide BrC=1C=C2C(=CC1)C(N(CC21CC1)CC(=O)NC1=NC=2N(C=C1)N=CC2)=O